C(C=C)(=O)N1C[C@@H](CCC1)N1N=NC(=C1)C=1C=CC(=NC1)NC(C1=NC(=CC=C1)C1=CC=NN1)=O (R)-N-(5-(1-(1-acryloylpiperidin-3-yl)-1H-1,2,3-triazol-4-yl)pyridin-2-yl)-6-(1H-pyrazol-5-yl)picolinamide